methylbenzyl acetate (methylbenzyl acetate) CC(C(=O)O)CC1=CC=CC=C1.C(C)(=O)OC(C1=CC=CC=C1)C